(S)-1-((2-(difluoromethyl)-6-(thieno[2,3-d]pyrimidin-4-yl)pyridin-3-yl)oxy)-2,4-dimethylpentan-2-amine FC(C1=NC(=CC=C1OC[C@](CC(C)C)(N)C)C=1C2=C(N=CN1)SC=C2)F